(E)-N-(3-(5-fluoro-4-(m-tolylamino)pyrimidin-2-ylamino)phenyl)-4-(1H-pyrazol-1-yl)but-2-enamide FC=1C(=NC(=NC1)NC=1C=C(C=CC1)NC(\C=C\CN1N=CC=C1)=O)NC=1C=C(C=CC1)C